2-(2-pyridyl)thioacetamide N1=C(C=CC=C1)CC(=S)N